N-(1H-benzimidazol-2-ylmethyl)-8-bromo-2-(3-ethylmorpholin-4-yl)pyrazolo[1,5-a][1,3,5]triazin-4-amine N1C(=NC2=C1C=CC=C2)CNC2=NC(=NC=1N2N=CC1Br)N1C(COCC1)CC